3-[(4-nitrophenoxy)methyl]tetrahydrofuran [N+](=O)([O-])C1=CC=C(OCC2COCC2)C=C1